C1(=CC(=CC=C1)CC=1C(=O)NC(C1)=O)CC=1C(=O)NC(C1)=O m-Phenylenebiscitraconimide